[Ca+2].[Ca+2].S(=O)(=O)([O-])[O-].S(=O)(=O)([O-])[O-] sulphate Dicalcium